(2r,5s)-5-[2-(4-chloro-3-fluorophenoxy)acetamido]-N-{[4-(trifluoromethyl)furan-2-yl]methyl}piperidine-2-carboxamide ClC1=C(C=C(OCC(=O)N[C@H]2CC[C@@H](NC2)C(=O)NCC=2OC=C(C2)C(F)(F)F)C=C1)F